ClC=1C=C(N)C=CC1OC1=CC(=CC=C1)C(F)(F)F 3-chloro-4-(3-(trifluoromethyl)phenoxy)aniline